5-(Benzyloxy)-4-(5-((oxetan-3-ylamino)methyl)isoindoline-2-carbonyl)-1,3-phenylene bis(4-methylbenzenesulfonate) CC1=CC=C(C=C1)S(=O)(=O)OC1=CC(=C(C(=C1)OCC1=CC=CC=C1)C(=O)N1CC2=CC=C(C=C2C1)CNC1COC1)OS(=O)(=O)C1=CC=C(C=C1)C